S(=O)(=O)(OC1=CC2=C([C@@H](N[C@@](CS2(=O)=O)(CC)CCCC)C2=CC=CC=C2)C=C1)O |r| (±)-Trans-3-Butyl-3-ethyl-2,3,4,5-tetrahydro-1,1-dioxo-5-phenyl-1,4-benzothiazepin-8-yl hydrogen sulfate